1-(2-(2-methoxy-4-(1-methyl-1,2,3,6-tetrahydropyridin-4-yl)-5-nitrophenylamino)-5-methylpyrimidin-4-yl)-1H-pyrazole-4-carbaldehyde COC1=C(C=C(C(=C1)C=1CCN(CC1)C)[N+](=O)[O-])NC1=NC=C(C(=N1)N1N=CC(=C1)C=O)C